N[C@H](CNC(=O)C1=CN(CCS1)C1=C(C=NC=C1)C)C (S)-N-(2-Aminopropyl)-4-(3-methyl-pyridin-4-yl)-3,4-dihydro-2H-1,4-thiazine-6-carboxamide